C(C1=CC=CC=C1)(=O)OCC.CCCC1(C(C=CC=C1)CN)CN 2-(3-propyl) xylylenediamine ethyl benzoate